N=C(C1=CC=C(C=C1)CNC([C@H](C)NC(=O)[C@@H]1NC[C@H](C1)C=1C=C(C=CC1)C)=O)NC(OCC1=CC=CC=C1)=O benzyl (imino(4-(((S)-2-((2R,4R)-4-(m-tolyl)pyrrolidine-2-carboxamido)propanamido)methyl)phenyl)methyl)carbamate